BrC1=NC=CC(=C1)O\C(\C(=O)C1CCOCC1)=C/N(C)C (Z)-2-((2-bromopyridin-4-yl)oxy)-3-(dimethylamino)-1-(tetrahydro-2H-pyran-4-yl)prop-2-en-1-one